N[C@H]1CN(CCC1)C(=O)C1=NN(C(=C1)C1=CC=C(C#N)C=C1)C1=CC=C(C=C1)S(=O)(=O)C (R)-4-(3-(3-aminopiperidine-1-carbonyl)-1-(4-(methylsulfonyl)phenyl)-1H-pyrazol-5-yl)benzonitrile